CC1=C(C=NO1)C(=O)NC1=CNC2=CC=C(C=C12)OCCC1C[C@@H]2[C@@H](CN(C2)CC(F)(F)F)C1 5-methyl-N-(5-(2-((3aR,5r,6aS)-2-(2,2,2-trifluoroethyl)octa-hydrocyclopenta[c]pyrrol-5-yl)ethoxy)-1H-indol-3-yl)isoxazole-4-carboxamide